(2,3-dihydrobenzo[b][1,4]dioxin-6-yl)-3-(3-(4-fluoro-2-(methoxymethoxy)phenyl)pyrrolidin-1-yl)propan-1-one O1C2=C(OCC1)C=C(C=C2)C(CCN2CC(CC2)C2=C(C=C(C=C2)F)OCOC)=O